10-hydroxy-docosa-12,15-dienoic acid OC(CCCCCCCCC(=O)O)CC=CCC=CCCCCCC